5-(4-methylbenzylidene)barbituric acid CC1=CC=C(C=C2C(NC(NC2=O)=O)=O)C=C1